6-[5-[(1R)-1-Benzyloxy-1-(trifluoromethyl)but-3-enyl]-1,3,4-oxadiazol-2-yl]-N-(1-isopropylpent-4-enyl)-5-nitro-3-(trifluoromethyl)pyridin-2-amine C(C1=CC=CC=C1)O[C@@](CC=C)(C(F)(F)F)C1=NN=C(O1)C1=C(C=C(C(=N1)NC(CCC=C)C(C)C)C(F)(F)F)[N+](=O)[O-]